2-((1r,2r)-1-(2-cyanophenyl)-1-(2-methylpyridin-4-yl)propan-2-yl)-5-hydroxy-N-(isoxazol-4-yl)-1-methyl-6-oxo-1,6-dihydropyrimidine-4-carboxamide C(#N)C1=C(C=CC=C1)[C@H]([C@@H](C)C=1N(C(C(=C(N1)C(=O)NC=1C=NOC1)O)=O)C)C1=CC(=NC=C1)C